Methyl 2-(1-(tert-butoxycarbonyl)-1,2,5,6-tetrahydropyridin-3-yl)-7-chloro-1H-indole-5-carboxylate C(C)(C)(C)OC(=O)N1CC(=CCC1)C=1NC2=C(C=C(C=C2C1)C(=O)OC)Cl